FC1=C(C=CC(=C1)[C@H]1[C@H](CCC2=CC(=CC=C12)O)C1=CC=CC=C1)N1CCC(CC1)C=O 1-(2-fluoro-4-((1R,2S)-6-hydroxy-2-phenyl-1,2,3,4-tetrahydronaphthalen-1-yl)phenyl)piperidine-4-carbaldehyde